Methyl (R*)-4-(4-(3-amino-6-chloropyridazin-4-yl)morpholin-2-yl)-2-methylbenzoate NC=1N=NC(=CC1N1C[C@H](OCC1)C1=CC(=C(C(=O)OC)C=C1)C)Cl |o1:9|